(2R)-1-(benzyloxy)-3-[4-(morpholin-4-yl) phenyl]-1-oxopropan-2-yl-(2S)-2-[[(tert-butoxy) carbonyl] (methyl) amino]-4-fluoro-4-methylpentanoate C(C1=CC=CC=C1)OC([C@@H](CC1=CC=C(C=C1)N1CCOCC1)OC([C@H](CC(C)(C)F)N(C)C(=O)OC(C)(C)C)=O)=O